C(C(C)(C)C)(=O)OOC(C)(C)CCC tertiary hexyl peroxypivalate